CC12CC(CC(CC1)(N2C(=O)OC(C)(C)C)C)=O 2-methylpropan-2-yl 1,5-dimethyl-3-oxo-8-azabicyclo[3.2.1]octane-8-carboxylate